5-(4-(aminomethyl)phenyl)-1,8-naphthyridin-2(1H)-one hydrochloride Cl.NCC1=CC=C(C=C1)C1=C2C=CC(NC2=NC=C1)=O